C(C)OC1=NC=CC=C1C1=CC=C(C=C1)C1(CCN(CC1)C1=C(C#N)C=C(C=C1)C(F)(F)F)O 2-{4-[4-(2-ethoxypyridin-3-yl)phenyl]-4-hydroxypiperidin-1-yl}-5-(trifluoromethyl)benzonitrile